COC1=CC=C(C=N1)NC(=O)[C@@H]1CC12CCN(CC2)C(=O)OC(C(F)(F)F)C(F)(F)F 1,1,1,3,3,3-Hexafluoropropan-2-yl (R)-1-((6-methoxypyridin-3-yl)carbamoyl)-6-azaspiro[2.5]octan-6-carboxylat